4-[5-(trifluoromethyl)-1,2,4-oxadiazol-3-yl]benzyl-1H-1,2,4-triazol-3-amine FC(C1=NC(=NO1)C1=CC=C(CN2N=C(N=C2)N)C=C1)(F)F